OCCN1C=C(C(C2=CC=CC=C12)=O)CN(CC1=CC(=NC=C1)C)[C@@H]1CN(CCC1)C=1C=NC(=CC1)C 1-(2-hydroxyethyl)-3-({[(3S)-1-(6-methylpyridin-3-yl)piperidin-3-yl][(2-methylpyridin-4-yl)methyl]amino}methyl)-1,4-dihydroquinolin-4-one